2,4-di-tert-butyl-6-(1-phenyl-4-(3-(4-phenylpyridin-2-yl)phenyl)-1H-benzo[D]imidazol-2-yl)phenol C(C)(C)(C)C1=C(C(=CC(=C1)C(C)(C)C)C1=NC2=C(N1C1=CC=CC=C1)C=CC=C2C2=CC(=CC=C2)C2=NC=CC(=C2)C2=CC=CC=C2)O